3-((R)-1-(4-Hydroxy-1-((R)-3-phenylbutanoyl)piperidin-4-yl)ethyl)-6-phenylpyrimidin OC1(CCN(CC1)C(C[C@@H](C)C1=CC=CC=C1)=O)[C@@H](C)N1CN=C(C=C1)C1=CC=CC=C1